C(CCCCCCC\C=C/CCCCCCCC)OC(C(C)OCCCCCCCC\C=C/CCCCCCCC)N(C)C 1,2-dioleyloxy-N,N-dimethylpropylamine